Diethyl 2,6-dimethyl-1,4-dihydropyridine-3,5-dicarboxylate CC=1NC(=C(CC1C(=O)OCC)C(=O)OCC)C